1-benzyl 2-((S)-2,2,2-trifluoro-1-(4-(trifluoromethyl) phenyl)ethyl) (S)-pyrrolidine-1,2-dicarboxylate N1([C@@H](CCC1)C(=O)O[C@H](C(F)(F)F)C1=CC=C(C=C1)C(F)(F)F)C(=O)OCC1=CC=CC=C1